[K+].N(C1=CC=CC=C1)CC(=O)[O-] anilinoacetic acid potassium salt